5,10,15,20-tetrakis(4-aminophenyl)porphyrin zinc [Zn].NC1=CC=C(C=C1)C=1C2=CC=C(N2)C(=C2C=CC(C(=C3C=CC(=C(C=4C=CC1N4)C4=CC=C(C=C4)N)N3)C3=CC=C(C=C3)N)=N2)C2=CC=C(C=C2)N